2-methyl-1-(6-{[4-methyl-1-(6-methylpyridin-3-yl)-1H-1,2,3-triazol-5-yl]methoxy}-1,2,3,4-tetrahydro-2,7-naphthyridin-2-yl)propan-1-one CC(C(=O)N1CC2=CN=C(C=C2CC1)OCC1=C(N=NN1C=1C=NC(=CC1)C)C)C